C(#N)[C@@H](C[C@H]1C(NCCC1)=O)NC(=O)[C@@H]1N(C[C@H]2[C@@H]1CCC2(F)F)C(=O)C2(C1=CC=CC=C1C=1C=CC=CC21)O (1R,3aR,6aS)-N-((R)-1-cyano-2-((S)-2-oxopiperidin-3-yl)ethyl)-4,4-difluoro-2-(9-hydroxy-9H-fluorene-9-carbonyl)octahydrocyclopenta[c]pyrrole-1-carboxamide